C1(C=CC(N1C1=CC=C(C=C1)CC1=CC=C(C=C1)N1C(C=CC1=O)=O)=O)=O bis-(4-maleimido-phenyl)-methane